[C@H]12CN(C[C@H](CC1)O2)C(=O)C2=CC(=C(C=C2)NC2=NC=C(C(=N2)C=2C=NN(C2)C)Cl)OC ((1R,5S)-8-oxa-3-azabicyclo[3.2.1]oct-3-yl)(4-((5-chloro-4-(1-methyl-1H-pyrazol-4-yl)pyrimidin-2-yl)amino)-3-methoxyphenyl)methanone